5-chloro-2-(hexahydrocyclopenta[b][1,4]oxazin-4(4aH)-yl)pyridin-4-amine ClC=1C(=CC(=NC1)N1C2C(OCC1)CCC2)N